1-(4-((3-Fluorophenyl)sulfonyl)phenyl)-3-(pyridin-4-ylmethyl)urea FC=1C=C(C=CC1)S(=O)(=O)C1=CC=C(C=C1)NC(=O)NCC1=CC=NC=C1